[4-(2-azaspiro[3.3]heptan-6-ylmethyl)-3-fluoro-phenyl]-imino-oxo-(trifluoromethyl)-lambda6-sulfane C1NCC12CC(C2)CC2=C(C=C(C=C2)S(C(F)(F)F)(=O)=N)F